CC1C(CCC2(CCC3(C4(CCC5C(C=6N=CSC6CC5(C4CC=C3C12)C)(C)C)C)C)C(=O)[O-])C 1,2,6a,6b,9,9,13a-heptamethyl-1,2,3,4,4a,5,6,6a,6b,7,8,8a,9,13,13a,13b,14,15b-octadecahydropiceno[3,2-d]thiazol-4a-Carboxylat